(3R)-3-hydroxy-2-pyrrolidone O[C@H]1C(NCC1)=O